(1r,2s)-2-[1-(tert-butoxycarbonyl)-3-[(5-cyclopropyl-2-ethylpyrazol-3-yl)amino]indazol-6-yl]-5'-methoxy-2'-oxospiro[cyclopropane-1,3'-indole]-1'-carboxylic acid tert-butyl ester C(C)(C)(C)OC(=O)N1C([C@@]2(C3=CC(=CC=C13)OC)[C@@H](C2)C2=CC=C1C(=NN(C1=C2)C(=O)OC(C)(C)C)NC=2N(N=C(C2)C2CC2)CC)=O